COC1=CC(=CC2=C1C(=NO2)NS(=O)(=O)C2=C(C=CC(=C2)C#C[Si](C)(C)C)OC)CN2N=CC(=C2)CNC(OC(C)(C)C)=O tert-Butyl ((1-((4-methoxy-3-((2-methoxy-5-((trimethylsilyl)ethynyl)phenyl)sulfonamido)benzo[d]isoxazol-6-yl)methyl)-1H-pyrazol-4-yl)methyl)carbamate